1-ethyl-3-methyl-6-(methylthio)-5-phenyl-3,5-dihydroimidazo[4,5-c][1,2]thiazine-4(1H)-one 2,2-dioxide C(C)N1S(C(C(C2=C1N=C(N2C2=CC=CC=C2)SC)=O)C)(=O)=O